CC(C(=O)OCC(C)(C1=CC(=CC=C1)C(F)(F)F)N=C=S)(C)C [2-isothiocyanato-2-[3-(trifluoromethyl) phenyl] propyl] 2,2-dimethylpropanoate